1-[(4-fluorophenyl)methyl]-4-hydroxy-2-oxo-N-spiro[2.3]hex-5-yl-1,8-naphthyridine-3-carboxamide FC1=CC=C(C=C1)CN1C(C(=C(C2=CC=CN=C12)O)C(=O)NC1CC2(CC2)C1)=O